C1(=CC=CC=C1)NC(C1=CC=C(C=C1)S(=O)(=O)CC1=CC=CC=C1)=O N-phenyl-p-toluenesulfonyl-benzamide